1-((1R,3R,5S)-3-((5-cyclopropyl-3-(2,6-dichlorophenyl)isoxazol-4-yl)methoxy)-8-azabicyclo[3.2.1]octane-8-carbonyl)indoline-5-carboxylic acid C1(CC1)C1=C(C(=NO1)C1=C(C=CC=C1Cl)Cl)COC1C[C@H]2CC[C@@H](C1)N2C(=O)N2CCC1=CC(=CC=C21)C(=O)O